CC1(OB(OC1(C)C)C=1C=C(C=CC1)CCS(=O)(=O)N)C 2-(3-(4,4,5,5-tetramethyl-1,3,2-dioxaborolan-2-yl)phenyl)ethanesulfonamide